tert-butyl 2-[[4-(3-cyanophenyl)-5-(4-methylquinazolin-6-yl) thiazol-2-yl] carbamoyl]-6-oxa-2,9-diazaspiro[4.5]decane-9-carboxylate C(#N)C=1C=C(C=CC1)C=1N=C(SC1C=1C=C2C(=NC=NC2=CC1)C)NC(=O)N1CC2(CC1)OCCN(C2)C(=O)OC(C)(C)C